10-anthracenedipropionic acid disodium salt C1=CC=C2C(=C1)C=C3C(=C2CCC(=O)[O-])C=CC=C3CCC(=O)[O-].[Na+].[Na+]